(3R*,3aR*,6S*,7aS*)-2,8-dibenzyl-N-(naphthalen-1-ylmethyl)-1-oxooctahydro-3a,6-epiiminoisoindole-3-carboxamide C(C1=CC=CC=C1)N1C([C@H]2C[C@@H]3CC[C@@]2([C@@H]1C(=O)NCC1=CC=CC2=CC=CC=C12)N3CC3=CC=CC=C3)=O |o1:9,11,14,15|